3-(4-fluorophenyl)-1-isopropyl-2,4-dioxo-1,2,3,4-tetrahydropyrimidine-5-formic acid FC1=CC=C(C=C1)N1C(N(C=C(C1=O)C(=O)O)C(C)C)=O